5-(Benzyloxy)-1-ethyl-4-(4,4,5,5-tetramethyl-1,3,2-dioxaborolan-2-yl)-1H-pyrazole C(C1=CC=CC=C1)OC1=C(C=NN1CC)B1OC(C(O1)(C)C)(C)C